N1=C(C=CC=C1)C1=NC(=NO1)C1=CC=C(C2=CC=CC=C12)CN1CC(C1)C(=O)O 1-((4-(5-(pyridin-2-yl)-1,2,4-oxadiazol-3-yl)naphthalen-1-yl)methyl)azetidine-3-carboxylic acid